(3-Hydroxyphenyl)-2-methylaminoethanone sulfate S(=O)(=O)(O)O.OC=1C=C(C=CC1)C(CNC)=O